(5-quinolyl)-[2,4'-bithiazole]-2'-amine N1=CC=CC2=C(C=CC=C12)C=1N=C(SC1)C=1N=C(SC1)N